FC=1C=C(C(=O)NC=2SC3=C(CN(CC3)C)N2)C=C(C1)CN1C(C2=CC=C(C=C2C=C1)C=1C(=NOC1)C)=O 3-fluoro-N-(5-methyl-4,5,6,7-tetrahydrothiazolo[4,5-c]pyridin-2-yl)-5-((6-(3-methylisoxazol-4-yl)-1-oxoisoquinolin-2(1H)-yl)methyl)benzamide